C1=CC=C(C=C1)C(=O)O[C@@H]([C@@H](C(=O)O)OC(=O)C2=CC=CC=C2)C(=O)O (+)-Dibenzoyl-(D)-tartaric acid